C(C)(C)(C)OC(=O)N(C(OC(C)(C)C)=O)C1=NC=C(C=N1)[C@H]1C[C@H](CC1)OC(NC1(CC1)C)=O |r| rac-tert-butyl (tert-butoxycarbonyl)(5-((1R,3S)-3-(((1-methylcyclopropyl)carbamoyl)oxy)cyclopentyl)pyrimidin-2-yl)carbamate